aminocyclohexyl-pyridylcarboxamide NN(C(=O)C1=NC=CC=C1)C1CCCCC1